2-{3-[(2R,6S)-2,6-dimethylmorpholine-4-carbonyl]-5,6-dihydrocyclopenta[c]pyrazol-1(4H)-yl}-1-{4-[(naphthalen-1-yl)oxy]piperidin-1-yl}ethan-1-one C[C@@H]1CN(C[C@@H](O1)C)C(=O)C=1C2=C(N(N1)CC(=O)N1CCC(CC1)OC1=CC=CC3=CC=CC=C13)CCC2